C[C@@H]1CN(C[C@H](N1C1=NC=C(C=N1)C(F)(F)F)C)C(=O)OCCC1=CNC(C(=C1)C(F)(F)F)=O 2-(6-Oxo-5-(trifluoromethyl)-1,6-dihydropyridin-3-yl)ethyl (3R,5R)-3,5-dimethyl-4-(5-(trifluoromethyl)pyrimidin-2-yl)piperazine-1-carboxylate